N1C=NC=C1C=1SC=C(N1)C(=O)NC1CCC(CC1)C(F)(F)F 2-(1H-imidazol-5-yl)-N-(4-(trifluoromethyl)cyclohexyl)thiazole-4-carboxamide